[Si](C1=CC=CC=C1)(C1=CC=CC=C1)(C(C)(C)C)OC[C@@H](CS)OC1=NC=CN=C1 (S)-3-((tert-butyldiphenylsilyl)oxy)-2-(pyrazin-2-yloxy)propane-1-thiol